6-bromo-8-methoxy-4,4-dimethyl-chroman (R or S)-methyl-2-methoxy-4-(4-(1-(3,3,3-trifluoro-2-hydroxy-2-(3-methoxyphenyl)propanoyl)piperidin-4-yl)butoxy)benzoate COC(C1=C(C=C(C=C1)OCCCCC1CCN(CC1)C([C@@](C(F)(F)F)(C1=CC(=CC=C1)OC)O)=O)OC)=O.BrC=1C=C2C(CCOC2=C(C1)OC)(C)C |o1:21|